2-(4-Methoxybenzyl)-5-(trifluoromethyl)dispiro[isoindoline-1,1'-cyclohexane-4',2''-[1,3]dioxolan]-3-one COC1=CC=C(CN2C(C3=CC(=CC=C3C23CCC2(OCCO2)CC3)C(F)(F)F)=O)C=C1